[Si](C)(C)(C(C)(C)C)OCCC1=CC=C(O1)C(=O)OC methyl 5-[2-[tert-butyl(dimethyl)silyl]oxyethyl]furan-2-carboxylate